CC1(CN(C=2N=C(N=CC21)C2=NC(=CC=C2)C)C2=CC=NC=C2C(=O)N)C 4-(5,5-dimethyl-2-(6-methylpyridin-2-yl)-5,6-dihydro-7H-pyrrolo[2,3-d]pyrimidin-7-yl)nicotinamide